9,9-bis(4-amino-2-chlorophenyl)fluorene NC1=CC(=C(C=C1)C1(C2=CC=CC=C2C=2C=CC=CC12)C1=C(C=C(C=C1)N)Cl)Cl